FC1(C[C@H](CC1)N1C(N([C@@H](C1)C#N)C1=CN=CC2=CC=CC=C12)=O)F (S)-1-((S)-3,3-difluorocyclopentyl)-3-(isoquinolin-4-yl)-2-oxoimidazoline-4-carbonitrile